FC(C=1C=C(C=CC1)C1=COC=2C1=NC=C(C2)C2=CC=C(C=C2)N2CCN(CC2)C(=O)OC(C)(C)C)(F)F tert-butyl 4-(4-(3-(3-(trifluoromethyl)phenyl)furo[3,2-b]pyridin-6-yl)phenyl)piperazine-1-carboxylate